2-[2-[2-[2,3-bis[(Z)-octadec-9-enoxy] propanoyl-octyl-amino]ethoxylethoxylethoxy]ethoxy]ethyl 1-methylpiperidine-4-carboxylate CN1CCC(CC1)C(=O)OCCOCCOCCOCCOCCN(CCCCCCCC)C(C(COCCCCCCCC\C=C/CCCCCCCC)OCCCCCCCC\C=C/CCCCCCCC)=O